NC=1N=NC(=CC1C=1C=NN(C1)CC1CCN(CC1)CCCOCCCOC1=NOC(=C1)C(C(=O)O)C(C)C)C1=C(C=CC=C1)O 2-[3-[3-[3-[4-[[4-[3-amino-6-(2-hydroxyphenyl)pyridazin-4-yl]pyrazol-1-yl]methyl]-1-piperidyl]propoxy]propoxy]isoxazol-5-yl]-3-methyl-butanoic acid